C(C)(=O)O.O(C)NN methoxyl-hydrazine acetate